CC1(CN(CC1)C(C=O)(C)C)C 2-(3,3-dimethylpyrrolidin-1-yl)-2-methylpropanaldehyde